2-(5-(2,4-difluorobenzyl)-5-hydroxyhexa-hydrocyclopenta[c]pyrrol-2(1H)-yl)-1-(4-hydroxyphenyl)ethanone FC1=C(CC2(CC3C(CN(C3)CC(=O)C3=CC=C(C=C3)O)C2)O)C=CC(=C1)F